methyl 2-(4-(benzylthio)-2H-1,2,3-triazol-2-yl)-2-methylpropanoate C(C1=CC=CC=C1)SC1=NN(N=C1)C(C(=O)OC)(C)C